6-cyclopropoxy-2H-pyrazolo[3,4-b]Pyridine-5-carboxylic acid C1(CC1)OC=1C(=CC=2C(N1)=NNC2)C(=O)O